2-(4,4-difluoroazepan-1-yl)-6-methoxyquinoline-3-carboxylic acid FC1(CCN(CCC1)C1=NC2=CC=C(C=C2C=C1C(=O)O)OC)F